4-(3-fluorophenyl)-1-(5-(isopropylsulfanyl)-4-(4-(trifluoromethyl)cyclohex-1-en-1-yl)thiazol-2-yl)-3-methyl-1H-pyrazole-5-carboxylic acid methyl ester COC(=O)C1=C(C(=NN1C=1SC(=C(N1)C1=CCC(CC1)C(F)(F)F)SC(C)C)C)C1=CC(=CC=C1)F